tert-butyl (2S)-2-(7-chloro-9-methyl-1,1-dioxido-3,4-dihydro-2H-benzo[b][1,4,5]oxathiazepin-2-yl)-3-(6-fluoro-2,3-dimethylphenyl)butanoate ClC=1C=C(C2=C(OCCN(S2(=O)=O)[C@H](C(=O)OC(C)(C)C)C(C)C2=C(C(=CC=C2F)C)C)C1)C